BrC1=CC=C(C=C1)C(=C)O[Si](C)(C)C ((1-(4-bromophenyl)vinyl)oxy)trimethylsilane